2-(4-Bromobutyl)-4-isobutyl-1,2,4-thiadiazolidine-3,5-dione BrCCCCN1SC(N(C1=O)CC(C)C)=O